1-(methyl-d3)-5-((R)-3-methylmorpholino)-3-(1-(tetrahydro-2H-pyran-2-yl)-1H-pyrazol-5-yl)-1H-pyrazolo[4,3-b]Pyridin-7-ol C(N1N=C(C2=NC(=CC(=C21)O)N2[C@@H](COCC2)C)C2=CC=NN2C2OCCCC2)([2H])([2H])[2H]